(R)-N-(6-(3-(2-ethoxyphenoxy)piperidin-1-yl)pyrazin-2-yl)-2-methyl-2-phenylpropanamide C(C)OC1=C(O[C@H]2CN(CCC2)C2=CN=CC(=N2)NC(C(C)(C2=CC=CC=C2)C)=O)C=CC=C1